ClC=1C=C2C=C(NC2=C(C1F)F)C(=O)N1C[C@@H]([C@H](C1)N)N (5-Chloro-6,7-difluoro-1H-indol-2-yl)((3S,4S)-3,4-diaminopyrrolidin-1-yl)methanone